Perfluoro-2,2-dimethyl-1,3-dioxole FC=1OC(OC1F)(C(F)(F)F)C(F)(F)F